4-((5-(2-(2-aminopyridin-3-yl)-5-(4-fluorophenyl)-3H-imidazo[4,5-b]pyridin-3-yl)pyridin-2-yl)carbamoyl)benzoic acid NC1=NC=CC=C1C1=NC=2C(=NC(=CC2)C2=CC=C(C=C2)F)N1C=1C=CC(=NC1)NC(=O)C1=CC=C(C(=O)O)C=C1